C(CC\C=C/CCCCC)=O cis-4-DECEN-1-AL